ClC=1C(=C(C(=CC1)N1N=CN=N1)C=CC(=O)NC(C(=O)N(C)C1=CC=C(C(=O)O)C=C1)C1=CC=CC=C1)F 4-(2-(3-(3-chloro-2-fluoro-6-(2H-tetrazol-2-yl)phenyl)acrylamido)-N-methyl-2-phenylacetamido)benzoic acid